C(C)C=1C=2N(N=C(C1)C1=CC(=C3C=C(N=NC3=C1)C1CCN(CC1)CCO)F)C=C(N2)C 2-{4-[7-(8-Ethyl-2-methylimidazo[1,2-b]pyridazin-6-yl)-5-fluoro-cinnolin-3-yl]piperidin-1-yl}ethan-1-ol